FC1=C(C(=O)NC=2C=CC(=NC2)OC2=C(C=C(C=C2)CNC(OC(C)(C)C)=O)C)C=CC(=C1)C(F)(F)F tert-Butyl {4-[(5-{[2-fluoro-4-(trifluoromethyl)benzoyl]amino}pyridin-2-yl)oxy]-3-methylphenyl}methylcarbamate